O=C1N(CC[C@H]1OC[C@H](C)NC=1C=NNC(C1C(F)(F)F)=O)C1C(CN(CC1)C1=NC=C(C=N1)C(F)(F)F)C#N 4-((R)-2-oxo-3-((S)-2-((6-oxo-5-(trifluoromethyl)-1,6-dihydropyridazin-4-yl)amino)propoxy)pyrrolidin-1-yl)-1-(5-(trifluoromethyl)pyrimidin-2-yl)piperidine-3-carbonitrile